ClC1=CC=C(C(=O)C=2/C(/C(N3C2NCCC3)(O)C3=CC(=C(C=C3)F)F)=C/3\C(OC2=CC=CC=C2C3=O)=O)C=C1 (E)-3-(8-(4-chlorobenzoyl)-6-(3,4-difluorophenyl)-6-hydroxy-1,2,3,4-tetrahydropyrrolo[1,2-a]pyrimidin-7(6H)-ylidene)chroman-2,4-dione